C(=O)(O)CCC(=O)N1CC2=CC(=C(C(=C2C1)F)OCCCOC1=CC2=CN(C=C2C=C1OC)C(CCC(=O)O)=O)OC 4-(5-(3-((2-(3-carboxypropanoyl)-4-fluoro-6-methoxyisoindolin-5-yl)oxy)propoxy)-6-methoxy-2H-isoindol-2-yl)-4-oxobutanoic acid